C(C1=CC=CC=C1)OC(=O)N[C@@H](C(C)C)C(=O)N[C@@H](CC1=CC=CC=C1)C(=O)OC(C)=CC(C1=CC=CC=C1)=O (L)-4-oxo-4-phenylbut-2-en-2-yl ((benzyloxy)carbonyl)-L-valyl-L-phenylalaninate